OC=1C=C(OCCN2N=NC(=C2)CN/2C(\C=C\C(C\C=C(\CC\C=C2/C)/C)(C)C)=O)C=CC1C(\C=C\C1=CC=C(C=C1)C)=O (3E,7E,11E)-1-[[1-[2-[3-Hydroxy-4-[(E)-3-(4-methylphenyl)prop-2-enoyl]phenoxy]ethyl]triazol-4-yl]methyl]-5,5,8,12-tetramethyl-1-azacyclododeca-3,7,11-trien-2-one